(cis)-4-(4-bromo-2-oxo-2,3-dihydro-1H-1,3-benzodiazol-1-yl)-N-[4-methoxy-3-(trifluoromethyl)phenyl]cyclohexane-1-carboxamide BrC1=CC=CC=2N(C(NC21)=O)[C@H]2CC[C@H](CC2)C(=O)NC2=CC(=C(C=C2)OC)C(F)(F)F